FC1=C(C=C(C=C1)NC(=O)[C@@H]1[C@@H](C\2CCC1/C2=C/C(F)(F)F)NC(=O)C=2C(=NC=C(C2)CCC)OC)C(F)(F)F N-[(2R,3S,7Z)-3-{[4-fluoro-3-(trifluoromethyl)phenyl]carbamoyl}-7-(2,2,2-trifluoroethylidene)bicyclo[2.2.1]heptan-2-yl]-2-methoxy-5-propylpyridine-3-carboxamide